(1R,2S,4S,6S)-2-(hydroxymethyl)-2-(methoxymethyl)-6-methyl-quinuclidin-3-one OC[C@]1(N2[C@H](C[C@@H](C1=O)CC2)C)COC